C([C@@H]1[C@H]([C@@H]([C@H]([C@@H](O1)OC[C@@H]2[C@H]([C@@H]([C@H](C(O2)O)O[C@H]3[C@@H]([C@H]([C@@H]([C@H](O3)CO)O)O)O)O)O)O)O)O)O The molecule is a glucotriose that is D-glucopyranose in which the hydroxy groups at positions 2 and 6 have each been converted into the corresponding beta-D-glucopyranosyl derivatives. It derives from a sophorose and a gentiobiose.